NC=1C=C(C=CC1)N1CCN(CC1)C1=CC=C(C=C1)NC(OC(C)(C)C)=O tert-Butyl (4-(4-(3-aminophenyl)piperazin-1-yl)phenyl)carbamate